O=C1NC(CCC1N1C(C2=CC=C(C=C2C1)C#CCCCCN1CCC(CC1)C1=CC=C(C(=O)N2CCC(CC2)CCCCNC(\C=C\C=2C=NC=CC2)=O)C=C1)=O)=O (E)-N-(4-(1-(4-(1-(6-(2-(2,6-dioxopiperidin-3-yl)-1-oxoisoindoline-5-yl)hex-5-yn-1-yl)piperidin-4-yl)benzoyl)piperidin-4-yl)butyl)-3-(pyridin-3-yl)acrylamide